(S)-(S)-1-(3-isopropylphenyl)ethanamine hydrochloride Cl.C(C)(C)C=1C=C(C=CC1)[C@H](C)N